2'-(2-bromopyrimidin-4-yl)-4'-oxo-5'-(2,4,6-trimethoxybenzyl)-1',4',5',6'-tetrahydrospiro[piperidine-3,7'-pyrrolo[3,2-c]pyridine]-1-carboxylate BrC1=NC=CC(=N1)C1=CC=2C(N(CC3(C2N1)CN(CCC3)C(=O)[O-])CC3=C(C=C(C=C3OC)OC)OC)=O